[C@H]12COC[C@@H]2C1NC1=NC=CC(=C1)CN1C(N(C(C1(C)C)=O)C=1C=CC(=C(C1)NC(CN(C)C)=O)OC(F)(F)F)=O N-(5-(3-((2-((1R,5S,6r)-3-oxabicyclo[3.1.0]hexan-6-ylamino)pyridin-4-yl)methyl)-4,4-dimethyl-2,5-dioxoimidazolidin-1-yl)-2-(trifluoromethoxy)phenyl)-2-(dimethylamino)acetamide